2-(((2R,3S,4R,5R)-5-(6-(azepan-1-yl)-2-chloro-9H-purin-9-yl)-3-ethynyl-3,4-dihydroxytetrahydrofuran-2-yl) methoxy)-2-phenylmethylmalonate N1(CCCCCC1)C1=C2N=CN(C2=NC(=N1)Cl)[C@H]1[C@@H]([C@@]([C@H](O1)COC(C(=O)[O-])(C(=O)[O-])CC1=CC=CC=C1)(O)C#C)O